ClC1=C(C=C2C(=NNC2=C1)CCC(=O)O)C1=CC=C(C=C1)C1=C(C=C(C=C1C)C)O 3-(6-chloro-5-(2'-hydroxy-4',6'-dimethyl-[1,1'-biphenyl]-4-yl)-1H-indazol-3-yl)-propanoic acid